7-[4-(2-tetrahydropyran-4-yloxyethoxy)phenoxy]-1H-indazole-5-carboxamide O1CCC(CC1)OCCOC1=CC=C(OC=2C=C(C=C3C=NNC23)C(=O)N)C=C1